2-(benzofuran-2-yl)-5-(isopropyldithio)-1,3,4-oxadiazole O1C(=CC2=C1C=CC=C2)C=2OC(=NN2)SSC(C)C